2-((2S,4S)-1-(but-2-ynoyl)-4-(8-chloro-7-(6-chloro-5-methyl-1H-indazol-4-yl)-6-fluoro-1H-[1,2,3]triazolo[4,5-c]quinolin-1-yl)piperidin-2-yl)acetonitrile C(C#CC)(=O)N1[C@@H](C[C@H](CC1)N1N=NC=2C=NC=3C(=C(C(=CC3C21)Cl)C2=C1C=NNC1=CC(=C2C)Cl)F)CC#N